3,3-Dimethyl-4-(phenylamino)-3,4-dihydrobenzo[h]quinolin-2(1H)-one CC1(C(NC2=C3C(=CC=C2C1NC1=CC=CC=C1)C=CC=C3)=O)C